tetradecyl-1,3-propylenediamine C(CCCCCCCCCCCCC)NCCCN